The molecule is a tetracyclic triterpenoid isolated from Aglaia abbreviata. It has a role as a plant metabolite. It is a tetracyclic triterpenoid, an acetate ester and a gamma-lactone. CC(=O)O[C@@H]1CC[C@@]2([C@H]3CC[C@@H]4[C@H](CC[C@]4([C@@]3(CC[C@H]2C1(C)C)C)C)[C@@]5(CCC(=O)O5)C)C